O=C1NC(CCC1N1C(C2=CC=C(C=C2C1=O)NCCC[C@@H]1C[C@H](C1)N1N=CC(=C1)C1=NC=CN=C1)=O)=O 2-(2,6-dioxopiperidin-3-yl)-5-((3-(trans-3-(4-(pyrazin-2-yl)-1H-pyrazol-1-yl)cyclobutyl)propyl)amino)isoindoline-1,3-dione